C(CC)N(CCC)CCCN(CCCN(CCC)CCC)CCCN(CCC)CCC tris[3-(N,N-dipropylamino)propyl]amine